C(#N)[C@H](C[C@H]1C(NCC1)=O)NC(=O)C(CC(C)(F)F)NC(=O)C=1NC2=CC=CC(=C2C1)OC N-[1-[[(1S)-1-cyano-2-[(3S)-2-oxopyrrolidin-3-yl]ethyl]carbamoyl]-3,3-difluoro-butyl]-4-methoxy-1H-indole-2-carboxamide